3-(4-bromophenyl)cyclobutane-1-carboxylic acid BrC1=CC=C(C=C1)C1CC(C1)C(=O)O